5-(5-((1-(2-(4-(1,2-bis(4-hydroxyphenyl)but-1-en-1-yl)phenoxy)ethyl)piperidin-4-yl)methyl)-2,5-diazabicyclo[2.2.2]octan-2-yl)-2-(2,6-dioxopiperidin-3-yl)isoindoline-1,3-dione OC1=CC=C(C=C1)C(=C(CC)C1=CC=C(C=C1)O)C1=CC=C(OCCN2CCC(CC2)CN2C3CN(C(C2)CC3)C=3C=C2C(N(C(C2=CC3)=O)C3C(NC(CC3)=O)=O)=O)C=C1